Cl.N1CCC(CC1)C1=CC2=C(NC=N2)C=C1 5-(piperidin-4-yl)-1H-benzo[d]imidazole hydrochloride salt